2-(6-Methoxypyridine-3-carbonyl)-1-methyl-1,2,3,4-tetrahydroisoquinolin-7-ol COC1=CC=C(C=N1)C(=O)N1C(C2=CC(=CC=C2CC1)O)C